C1CCC2=C(C=CC=C12)NC=1N=CNC1 N-(2,3-dihydro-1H-inden-4-yl)-1H-imidazol-4-amine